FC(C(OC(C(OC(C(C(F)(F)F)(F)F)(F)F)(C(F)(F)F)F)(F)F)(C(F)(F)F)F)(F)F perfluoro-2,5-dimethyl-3,6-dioxanonane